CC(C(C(=O)N)NC(=O)OC(C)(C)C)C 3-methyl-2-((tert-butoxycarbonyl)amino)butanamide